1,3,5-trimethyl-1,3,5-triethoxy-1,3,5-trisilacyclohexane C[Si]1(C[Si](C[Si](C1)(OCC)C)(OCC)C)OCC